F[C@H]1CN(CC[C@H]1NC=1C=2N(C=CC1)C(=C(N2)C2=NOC(=N2)CNC(=O)C2CC2)C(=C)C)C N-((3-(8-(((3S,4R)-3-fluoro-1-methylpiperidin-4-yl)amino)-3-(prop-1-en-2-yl)imidazo[1,2-a]pyridin-2-yl)-1,2,4-oxadiazol-5-yl)methyl)cyclopropanecarboxamide